C(C)SC1=CC(=C(C(=O)NC2=CC(=CC=C2)S(NC)(=O)=O)C(=C1)N1CCC2(CC2)CC1)C 4-(ethylsulfanyl)-2-methyl-N-(3-(N-methylsulfamoyl)phenyl)-6-(6-azaspiro[2.5]oct-6-yl)benzamide